BrC1=C(C=C2C(=C(C(=NC2=C1F)SC)NC(CCl)=O)NC1C2CN(C1C2)C(=O)OC(C)(C)C)I tert-Butyl (endo)-5-((7-bromo-3-(2-chloroacetamido)-8-fluoro-6-iodo-2-(methylthio) quinolin-4-yl)amino)-2-azabicyclo[2.1.1]hexane-2-carboxylate